tert-butyl 7-(6-methyl-1H-indazol-3-yl)-3,4-dihydro-2H-quinoline-1-carboxylate CC1=CC=C2C(=NNC2=C1)C1=CC=C2CCCN(C2=C1)C(=O)OC(C)(C)C